NC1CN(CC1)C=1C=CC=2N=CN=C(C2N1)NC1=C(C(=C(C=C1)Cl)Cl)F 6-(3-Aminopyrrolidin-1-yl)-N-(3,4-dichloro-2-fluorophenyl)pyrido[3,2-d]pyrimidin-4-amine